C1(=CC=CC=C1)N1C2=CC=CC=C2SC=2C=C(C=CC12)C1=CC=C(S1)C=C1C(C2=CC=CC=C2C1=O)=O 2-((5-(10-phenyl-10H-phenothiazin-3-yl)thiophen-2-yl)methylene)-1H-indene-1,3(2H)-dione